3-(((1-cyclohexylazetidin-3-yl)carbamoyl)oxy)-2-((((9Z,12Z)-octadeca-9,12-dienoyl)oxy)methyl)propyl (9Z,12Z,15Z)-octadeca-9,12,15-trienoate C(CCCCCCC\C=C/C\C=C/C\C=C/CC)(=O)OCC(COC(NC1CN(C1)C1CCCCC1)=O)COC(CCCCCCC\C=C/C\C=C/CCCCC)=O